OC(C=CC=CC=CC(=O)O)=CC=CC=CC(CCCCCCCC)O 8,14-dihydroxy-docosahexaenoic acid